4-nitrophenyl (2-(2,6-dioxopiperidin-3-yl)-1,3-dioxoisoindolin-4-yl)carbamate O=C1NC(CCC1N1C(C2=CC=CC(=C2C1=O)NC(OC1=CC=C(C=C1)[N+](=O)[O-])=O)=O)=O